FC(C1CCN(CC1)C=1C(=NC=CN1)N1CCN(CC1)CC=C)(F)F 1-(4-(3-(4-(trifluoromethyl)piperidin-1-yl)pyrazin-2-yl)piperazin-1-yl)prop-2-en